C1(CCCC1)N(C(=O)OCC=1C(=NOC1C1=CC=C(OCC2CC(C2)C(=O)O)C=C1)C)C 3-((4-(4-(((Cyclopentyl(methyl)carbamoyl)oxy)methyl)-3-methylisoxazol-5-yl)phenoxy)methyl)cyclobutanecarboxylic acid